[Br-].BrC(CCC(Br)(Br)Br)[N+](CCCC)(CCCC)CCCC.[Zn] zinc tetrabromotetrabutylammonium bromide